(1R,2S)-2-[3-{[2-chloro-4-(2-phenylethoxy)benzoyl]amino}-4-(trifluoromethyl)phenyl]cyclopropanecarboxylic acid ClC1=C(C(=O)NC=2C=C(C=CC2C(F)(F)F)[C@@H]2[C@@H](C2)C(=O)O)C=CC(=C1)OCCC1=CC=CC=C1